C(C)N1N=C(C=2C(N(CCC21)C(C(=O)NC)C2=CC=CC=C2)CCC2=CC(=C(C=C2)C)F)C 2-{1-ethyl-4-[2-(3-fluoro-4-methyl-phenyl)-ethyl]-3-methyl-1,4,6,7-tetrahydro-pyrazolo[4,3-c]pyridin-5-yl}-N-methyl-2-phenyl-acetamide